copper (I) tetra(acetonitrile) triflate [O-]S(=O)(=O)C(F)(F)F.C(C)#N.C(C)#N.C(C)#N.C(C)#N.[Cu+]